NC1=C(C=2C(=NC(=C(N2)C=2SC=CN2)C)N1C1=C(C(=CC=C1C)OC)C)C(=O)N 6-amino-5-(3-methoxy-2,6-dimethyl-phenyl)-3-methyl-2-thiazol-2-yl-pyrrolo[2,3-b]pyrazine-7-carboxamide